C(C)C1C=2C(=CC=NC2CCC1)O 5-Ethyl-5,6,7,8-tetrahydroquinolin-4-ol